FC1CC(C1)C1=NC=CC(=N1)NC=1N=CC2=C(C=CC(=C2C1)C(C)C)N1CC(C1)CS(=O)(=O)C N-(2-(3-fluorocyclobutyl)pyrimidin-4-yl)-5-isopropyl-8-(3-((methylsulfonyl)methyl)azetidin-1-yl)isoquinolin-3-amine